COC=1C=C(CN2C(NC3=CC=C(C=C3C2=O)NC(C2=CC(=CC=C2)C)=O)=O)C=CC1OC 3-(3,4-Dimethoxybenzyl)-6-(3-methylbenzamido)-2,4(1H,3H)-quinazolinedione